C1(=CC=CC=C1)CC(=O)OC\C=C(\C)/CCC=C(C)C neryl phenylacetate